OC(C)(C)C1=CC=CC=[N+]1[O-] 6-(2-hydroxypropan-2-yl)pyridine-1-oxide